3-(cyanomethyl)-7-(((3R,4R)-3-fluoro-1-methylpiperidin-4-yl)amino)-1-oxidobenzo[b]thiophen C(#N)CC=1C2=C(S(C1)=O)C(=CC=C2)N[C@H]2[C@@H](CN(CC2)C)F